COC=1C=C(C=CC1[N+](=O)[O-])N1CCC(CC1)N1CCN(CC1)C (1-(3-methoxy-4-nitrophenyl)piperidin-4-yl)4-methylpiperazine